FC1(CN(CC1(C)CO)C(=O)OC(C)(C)C)F tert-butyl 3,3-difluoro-4-(hydroxymethyl)-4-methylpyrrolidine-1-carboxylate